(Z)-1-(2-bromo-6-chloro-4-fluorophenyl)-N'-hydroxycyclopropane-1-carboximidamide BrC1=C(C(=CC(=C1)F)Cl)C1(CC1)/C(/N)=N/O